(2-(benzyloxy)-5-methylphenyl)-5-((1R,4R)-4-methoxycyclohexyl)-4-(4-(trifluoromethyl)phenyl)-4,5-dihydropyrrolo[3,4-c]pyrazol-6(2H)-one C(C1=CC=CC=C1)OC1=C(C=C(C=C1)C)N1N=C2C(=C1)C(N(C2=O)C2CCC(CC2)OC)C2=CC=C(C=C2)C(F)(F)F